bis[2-(2-butoxypropoxy)propyl] adipate C(CCCCC(=O)OCC(C)OCC(C)OCCCC)(=O)OCC(C)OCC(C)OCCCC